ClC1=CC2=C(N(C(C(N=C2C2=CC=CC=C2)C2CCOCC2)=O)C(C(=O)O)C)C=C1 (7-chloro-2-oxo-5-phenyl-3-(tetrahydro-2H-pyran-4-yl)-2,3-dihydro-1H-benzo[e][1,4]diazepin-1-yl)propionic acid